ClC1=CC=C(C=C1)C=1C=C(C(N(N1)C1=CC(=CC=C1)F)=O)C(=O)NC[C@@H](O)C1CC1 6-(4-chlorophenyl)-N-[(2S)-2-cyclopropyl-2-hydroxyethyl]-2-(3-fluorophenyl)-3-oxo-2,3-dihydropyridazine-4-carboxamide